FC1=CC=C(C=C1)/C=C/C(=O)OCC[N@+](CC1=CC=C(C=C1)C)(CCO)[O-] (S,E)-2-((3-(4-Fluorophenyl)acryloyl)oxy)-N-(2-hydroxyethyl)-N-(4-methylbenzyl)ethan-1-amine oxide